3-chloro-2-[(2-fluorophenyl)methyl]-6-[(1R,2R,5S,6R)-2-methyl-3-oxabicyclo[3.1.0]hexan-6-yl]pyrazolo[3,4-d]pyridazin-7-one ClC=1N(N=C2C(N(N=CC21)[C@@H]2[C@H]1CO[C@@H]([C@@H]21)C)=O)CC2=C(C=CC=C2)F